CC(C(CO)O)C(C)C 3,4-dimethyl-1,2-pentanediol